CC1(CCC(CC1)C1=CC=C(OC2=CC3=C(N=C(S3)N)C=C2)C=C1)C 6-(4-(4,4-dimethylcyclohexyl)phenoxy)benzo[d]thiazol-2-amine